C(C1=CC=CC=C1)OC1=C(N2C(C3=C(C=CC=C13)OC1=CC=CC=C1)=NC=N2)C(=O)O 6-benzyloxy-10-phenoxy-[1,2,4]triazolo[5,1-a]isoquinoline-5-carboxylic acid